4-(allyl-(6-methyl-2-phenylpyrimidin-4-yl)amino)benzoic acid C(C=C)N(C1=CC=C(C(=O)O)C=C1)C1=NC(=NC(=C1)C)C1=CC=CC=C1